2-(cyclopropylmethyl)-6-(3-{1-[(4,4-difluorocyclohexyl)methyl]-1H-pyrazol-4-yl}-6-methylpyridin-2-yl)-2,3-dihydro-1H-isoindol-1-one C1(CC1)CN1C(C2=CC(=CC=C2C1)C1=NC(=CC=C1C=1C=NN(C1)CC1CCC(CC1)(F)F)C)=O